(R)-2-amino-5-(4-(2-(3-chlorophenyl)-2-hydroxyacetamido)-2-methylphenyl)-N-isopropylnicotinamide NC1=C(C(=O)NC(C)C)C=C(C=N1)C1=C(C=C(C=C1)NC([C@H](O)C1=CC(=CC=C1)Cl)=O)C